N1C=NC2=C1C=CC(=C2)\C=C\2/N=C(NC2=O)NC2=NC=CC=C2 (4Z)-4-(1H-Benzimidazol-5-ylmethylene)-2-(2-pyridylamino)-1H-imidazol-5-one